Cl[Ru-4](=CC1=C(C=CC=C1)OC(C)C)(=C1C(CC(N1C1=C(C=C(C=C1C)C)C)(C)C)(C1=CC=CC=C1)C)Cl Dichloro[1-(2,4,6-trimethylphenyl)-2,2,4-trimethyl-4-phenyl-5-pyrrolidinylidene](2-isopropoxyphenylmethylene)ruthenium(II)